CNC(=O)C1CC2(CCNC2)CCC1 n-methyl-2-azaspiro[4.5]decane-7-carboxamide